C1(CC1)C(CC#N)N1C=C(C2=NC=C(C=C21)C=2C(=NOC2C)C)I 3-cyclopropyl-3-[6-(3,5-dimethylisoxazol-4-yl)-3-iodo-pyrrolo[3,2-b]pyridin-1-yl]propanenitrile